Hydrazinoformate N(N)C(=O)[O-]